C(CCCCCCCCCCC)(=O)C1=CC=C(C(C(=O)O)=C1)O 5-(n-dodecanoyl)salicylic acid